N1=CN=C2NC=NC2=C1N[C@@H](C)C=1N=C2N(C(C1C1=CC(=CC=C1)F)=O)C(=CS2)C (S)-7-(1-(9H-purin-6-ylamino)ethyl)-6-(3-fluorophenyl)-3-methyl-5H-thiazolo[3,2-a]pyrimidin-5-one